7-(4-Fluoro-1,2-dimethyl-1H-indol-5-yl)-3-(fluoromethoxy)-5-(4-fluoropiperidine-1-carbonyl)-2-methoxy-1,7-naphthyridin-8(7H)-one FC1=C2C=C(N(C2=CC=C1N1C=C(C=2C=C(C(=NC2C1=O)OC)OCF)C(=O)N1CCC(CC1)F)C)C